C1S(CC12CNC2)(=O)=O 2λ6-thia-6-azaspiro[3.3]heptane-2,2-dione